3-[(dimethylamino)methyl]-5,5-dimethylhexan-2-one CN(C)CC(C(C)=O)CC(C)(C)C